7-(4-(tert-Butoxycarbonyl)-4,7-diazaspiro[2.5]oct-7-yl)-2-(2,8-dimethylimidazo[1,2-b]pyridazin-6-yl)-4-oxo-4H-pyrido[1,2-a]pyrimidine-3-carboxylic acid C(C)(C)(C)OC(=O)N1C2(CC2)CN(CC1)C=1C=CC=2N(C(C(=C(N2)C=2C=C(C=3N(N2)C=C(N3)C)C)C(=O)O)=O)C1